(S)-2-methyl-propane-2-sulfinic acid CC(C)(C)S(=O)O